FC(CN1N=CC=2C1=NC(=CN2)N2CCC1(C(N(C(N1CCOC(F)(F)F)=O)C=1C=NC(=CC1)C(F)(F)F)=O)CC2)F 8-(1-(2,2-difluoroethyl)-1H-pyrazolo[3,4-b]pyrazin-6-yl)-1-(2-(trifluoromethoxy)ethyl)-3-(6-(trifluoromethyl)pyridin-3-yl)-1,3,8-triazaspiro[4.5]decane-2,4-dione